((2S,5R)-5-amino-2-methylpiperidin-1-yl)(2-(1-(cyclopropylmethyl)-6-(2-methoxy-4-phenylpyridin-3-yl)-1H-pyrrolo[2,3-b]pyridin-2-yl)-7-methoxy-1-methyl-1H-benzo[d]imidazol-5-yl)methanone N[C@@H]1CC[C@@H](N(C1)C(=O)C1=CC2=C(N(C(=N2)C2=CC=3C(=NC(=CC3)C=3C(=NC=CC3C3=CC=CC=C3)OC)N2CC2CC2)C)C(=C1)OC)C